C(C)(=O)C1=NN(C2=C(C=C(C=C12)C=1C=NC(=NC1)C)C)CC(=O)N1[C@@H]2C[C@@]2(C[C@H]1C(=O)N[C@H](CC(C)C)C(=O)O)C ((1R,3S,5R)-2-(2-(3-acetyl-7-methyl-5-(2-methylpyrimidin-5-yl)-1H-indazol-1-yl)acetyl)-5-methyl-2-azabicyclo[3.1.0]hexane-3-carbonyl)-D-leucine